ClC1=C(C=CC=C1)C=1N=C(SC1)N(\N=C\C1=C(C(=O)NOC)C=CC=C1)C (E)-2-((2-(4-(2-chlorophenyl)thiazol-2-yl)-2-methylhydrazono)methyl)-N-methoxybenzamide